ClC=1C=C2C(=CC1Cl)NC(C21C(N(CC1)C(CO)=O)C)=O 5,6-dichloro-1'-(2-hydroxyacetyl)-2'-methyl-spiro[indoline-3,3'-pyrrolidin]-2-one